tert-butyl (2S,6R)-4-[6-(5-chloropyrazolo[1,5-a]pyridin-3-yl)-5-fluoro-2-pyridyl]-2,6-dimethyl-piperazine-1-carboxylate ClC1=CC=2N(C=C1)N=CC2C2=C(C=CC(=N2)N2C[C@@H](N([C@@H](C2)C)C(=O)OC(C)(C)C)C)F